4-((2S,5R)-2,5-Dimethyl-4-((S)-1-(4-(trifluoromethyl)phenyl)propyl)piperazin-1-yl)-2-methyl-1-(((S)-tetrahydrofuran-2-yl)methyl)-1H-[1,2,4]triazolo[3,4-b]purine C[C@@H]1N(C[C@H](N(C1)[C@@H](CC)C1=CC=C(C=C1)C(F)(F)F)C)C=1C=2N=C(N(C2N2C(N1)=NN=C2)C[C@H]2OCCC2)C